OC1=CC=C2C(C(=COC2=C1O)C1=CC=C(C=C1)O)=O 7,8-dihydroxy-3-(4-hydroxyphenyl)chromen-4-one